FC(C(CC(=O)C1=CC2=CC=CC=C2C=C1)=O)(F)F 4,4,4-Trifluoro-1-(2-naphthyl)-1,3-butanedione